N-ethyl-(1S,2S,5R)-2-isopropyl-5-methylcyclohexane-carboxamide C(C)NC(=O)[C@@H]1[C@@H](CC[C@H](C1)C)C(C)C